6,3'-dimethoxyflavone COC=1C=C2C(C=C(OC2=CC1)C1=CC(=CC=C1)OC)=O